The molecule is a branched amino pentasaccharide consisting of D-galactose at the reducing end with an alpha-L-fucosyl-(1->2)-[N-acetyl-beta-D-galactosaminyl-(1->3)]-beta-D-galactosyl-(1->3)-N-acetyl-beta-D-glucosaminyl moiety attached at the 3-position. It is an amino pentasaccharide, a galactosamine oligosaccharide and a glucosamine oligosaccharide. C[C@H]1[C@H]([C@H]([C@@H]([C@@H](O1)O[C@@H]2[C@H]([C@H]([C@H](O[C@H]2O[C@@H]3[C@H]([C@@H](O[C@@H]([C@H]3O)CO)O[C@H]4[C@H]([C@H](OC([C@@H]4O)O)CO)O)NC(=O)C)CO)O)O[C@H]5[C@@H]([C@H]([C@H]([C@H](O5)CO)O)O)NC(=O)C)O)O)O